3-(dioctylamino)propyl nonyl hydrogen phosphate P(=O)(OCCCN(CCCCCCCC)CCCCCCCC)(OCCCCCCCCC)O